4-methoxybenzoic acid COC1=CC=C(C(=O)O)C=C1